3-([(5-ACETYL-2-METHOXYPHENYL)METHYL]AMINO)PROPANOIC ACID C(C)(=O)C=1C=CC(=C(C1)CNCCC(=O)O)OC